sodium vanadium fluorophosphate salt P(=O)([O-])([O-])F.[V+5].[Na+].P(=O)([O-])([O-])F.P(=O)([O-])([O-])F